NC1=CC=C(C=N1)OC1CN(C1)C(C)=O 1-(3-((6-aminopyridin-3-yl)oxy)azetidin-1-yl)ethan-1-one